1,3-bis(2-methylpropan-2-yl)benzene CC(C)(C)C1=CC(=CC=C1)C(C)(C)C